benzyl (2S,5S)-2-(3-fluoro-benzoyl)-5-propylpyrrolidine-1-carboxylate FC=1C=C(C(=O)[C@H]2N([C@H](CC2)CCC)C(=O)OCC2=CC=CC=C2)C=CC1